[Si](C)(C)(C(C)(C)C)O[C@]1(C[C@H](N2N=C(N=C21)C(=O)C2CC2)C2=CC=CC=C2)[2H] [cis-7-[tert-butyl(dimethyl)silyl]oxy-7-deuterio-5-phenyl-5,6-dihydropyrrolo[1,2-b][1,2,4]triazol-2-yl]-cyclopropyl-methanone